(S)-(3-(6-chloro-7-fluoro-3-(1H-imidazol-1-yl)-5-methoxy-1-methyl-1H-indol-2-yl)-1H-1,2,4-triazol-5-yl)(3-hydroxypiperidin-1-yl)methanone ClC1=C(C=C2C(=C(N(C2=C1F)C)C1=NNC(=N1)C(=O)N1C[C@H](CCC1)O)N1C=NC=C1)OC